FC1=C(C=C(C=C1)CC1=NNC(C2=CC=CC=C12)=O)C1=CC2=C(NC(=N2)NC(=O)NCCC)C=C1 1-(5-(2-Fluoro-5-((4-oxo-3,4-dihydrophthalazin-1-yl)methyl)phenyl)-1H-benzoimidazol-2-yl)-3-propylurea